N-((R)-1-(3-amino-5-(trifluoromethyl)phenyl)ethyl)-9-methyl-5-(tetrahydrofuran-3-yl)-1,2,3,3a,4,5-hexahydropyrrolo[1'',2'':4',5']pyrazino[2',3':5,6]pyrido[2,3-d]pyrimidin-7-amine NC=1C=C(C=C(C1)C(F)(F)F)[C@@H](C)NC1=C2C(=NC(=N1)C)N=C1C(=C2)N(CC2N1CCC2)C2COCC2